N1C(=NC2=C1C=CC=C2)CCNCCC=2OC=1N=CN=C(C1N2)NCC2=NC=CC=C2F 2-(2-{[2-(1H-1,3-benzodiazol-2-yl)ethyl]amino}ethyl)-N-[(3-fluoropyridin-2-yl)methyl]-[1,3]oxazolo[5,4-d]pyrimidin-7-amine